COC1=CC=C(CN(S(=O)(=O)C2=CC(=C(C=C2)C=2N=C3N(C=CC(=C3)C)C2C[C@H]2CNCCO2)C)CC2=CC=C(C=C2)OC)C=C1 (S)-N,N-bis(4-methoxybenzyl)-3-methyl-4-(7-methyl-3-(morpholin-2-ylmethyl)imidazo[1,2-a]pyridin-2-yl)benzenesulfonamide